C(C)(C)(C)OC(=O)NC1(CCN(CC1)C1=NC=C(C(=C1C#N)C1=CC(=C(C=C1)C#N)F)C1=CC(=C(C=C1)OC)OC(=O)OC(C)(C)C)C1=CC=C(C=C1)/C=C/C(=O)OC methyl (E)-3-(4-(4-{[(tert-butoxy)carbonyl]amino}-1-(5-(3-{[(tert-butoxy)carbonyl]oxy}-4-methoxyphenyl)-3-cyano-4-(4-cyano-3-fluorophenyl)pyridin-2-yl)piperidine-4-yl)phenyl)acrylate